N,N-Dimethylaminoethylmethacrylat CN(C)CCOC(C(=C)C)=O